3-(5-((4-(2-fluorophenyl)piperidin-1-yl)methyl)-1-oxoisoindolin-2-yl)piperidine-2,6-dione FC1=C(C=CC=C1)C1CCN(CC1)CC=1C=C2CN(C(C2=CC1)=O)C1C(NC(CC1)=O)=O